5-(hydroxymethyl)-5-methylpyrrolidin-3-ol HCl salt Cl.OCC1(CC(CN1)O)C